ethoxyhexane-3-thiol C(C)OCCC(CCC)S